NC1=CC=C(C=N1)C=1C=C(C(=O)NCCC(C)C)C=CC1F 3-(6-Aminopyridin-3-yl)-4-fluoro-N-isopentyl-benzamide